4-{8-[2-(N-ethyl-2-methylpropionamido)-4-fluorophenyl]-3-methylimidazo[1,5-a]pyridin-6-yl}piperazine-1-carboxylic acid tert-butyl ester C(C)(C)(C)OC(=O)N1CCN(CC1)C=1C=C(C=2N(C1)C(=NC2)C)C2=C(C=C(C=C2)F)N(C(C(C)C)=O)CC